2-(4-(tert-butyl)piperazin-1-yl)benzo[b]phenazine-6,11-dione C(C)(C)(C)N1CCN(CC1)C=1C=CC=2N=C3C(C4=C(C(C3=NC2C1)=O)C=CC=C4)=O